tert-butyl ((5-fluoro-6-methoxy-1H-indol-2-yl)methyl)carbamate FC=1C=C2C=C(NC2=CC1OC)CNC(OC(C)(C)C)=O